tert-butyl N-[(3R)-5-benzyl-7-cyano-8-fluoro-4-oxo-2,3-dihydro-1,5-benzothiazepin-3-yl]carbamate C(C1=CC=CC=C1)N1C([C@H](CSC2=C1C=C(C(=C2)F)C#N)NC(OC(C)(C)C)=O)=O